N-((3R,4S)-4-((6-(2,6-difluoro-3,5-di-methoxyphenyl)-8-(1-(2-hydroxyeth-yl)-1H-pyrazol-4-yl)pyrido[3,4-d]pyrimidin-2-yl)amino)tetra-hydrofuran-3-yl)acrylamide FC1=C(C(=C(C=C1OC)OC)F)C1=CC2=C(N=C(N=C2)N[C@H]2[C@H](COC2)NC(C=C)=O)C(=N1)C=1C=NN(C1)CCO